FC(C1=C(C=CC=C1)COC1=CC=C(C=C1)C1C=2C(NC(C1)=O)=NNC2)(F)F 4-(4-{[2-(Trifluoromethyl)phenyl]methoxy}phenyl)-2H,4H,5H,6H,7H-pyrazolo[3,4-b]pyridin-6-one